N1C=CC=2C1=NC=C(C2)C=2C=C(C=CC2)C=CC(=O)NC2=CC(=C(C=C2)C#N)C(F)(F)F 3-(3-(1H-pyrrolo[2,3-b]pyridin-5-yl)phenyl)-N-(4-cyano-3-(trifluoromethyl)phenyl)acrylamide